2-(benzyloxy)-5-nitropyridine C(C1=CC=CC=C1)OC1=NC=C(C=C1)[N+](=O)[O-]